COC1=C(C=CC(=C1)/C=C\\C(=O)O[C@@H]([C@@H](C(=O)O)O)C(=O)O)O The molecule is a cinnamate ester obtained by formal condensation of the carboxy group of cis-ferulic acid with one of the hydroxy groups of D-tartaric acid. It has a role as a metabolite. It derives from a cis-ferulic acid and a D-tartaric acid. It is an enantiomer of a (2R,3R)-cis-fertaric acid.